2-ethyl-5-((2-((R)-9-(pyridin-2-yl)-6-oxaspiro[4.5]dec-9-yl)ethyl)amino)-3,3a,4,5-tetrahydrocyclopenta[de]isoquinolin-1(2H)-one C(C)N1C(C=2C=CC=C3C2C(C1)CC3NCC[C@]3(CCOC1(CCCC1)C3)C3=NC=CC=C3)=O